1,1-di(t-butylperoxy)-3,5-dimethylcyclohexane C(C)(C)(C)OOC1(CC(CC(C1)C)C)OOC(C)(C)C